1-benzyl-4-(3-aminophenyl)-1H-1,2,3-triazole C(C1=CC=CC=C1)N1N=NC(=C1)C1=CC(=CC=C1)N